2-amino-2-(5-(ethylsulfonyl)pyridin-2-yl)ethan-1-ol tert-butyl-(R)-2-(((2-amino-5-(methoxycarbonyl)phenyl)amino)methyl)azetidine-1-carboxylate C(C)(C)(C)[C@@]1(N(CC1)C(=O)OCC(C1=NC=C(C=C1)S(=O)(=O)CC)N)CNC1=C(C=CC(=C1)C(=O)OC)N